ClC1=CC(=C(C=C1)NS(=O)(=O)C1=CNC2=C1C=CC=1C=CC=NC21)F N-(4-chloro-2-fluorophenyl)-1H-pyrrolo[3,2-h]quinoline-3-sulfonamide